CN1N=C2C(=N1)C=CC(=C2)C2=NN(C(=C2)C2=CC=C(C=C2)C(F)(F)F)CC2=CC=C(C(=O)NO)C=C2 4-{[3-(2-methyl-2H-benzo[d][1,2,3]triazol-5-yl)-5-(4-trifluoromethylphenyl)-1H-pyrazol-1-yl]methyl}-N-hydroxybenzoamide